N-(4-((2-aminoethyl)carbamoyl)phenyl)-7-(3,4-dimethoxyphenyl)pyrazolo[1,5-a]pyrimidine-2-carboxamide NCCNC(=O)C1=CC=C(C=C1)NC(=O)C1=NN2C(N=CC=C2C2=CC(=C(C=C2)OC)OC)=C1